2-Azidoethylamine N(=[N+]=[N-])CCN